(2R,3R,4S,5R,6R)-5-Hydroxy-6-(hydroxymethyl)-2-((5-(piperidin-4-yl)isoxazol-3-yl)methyl)-4-(4-(3,4,5-trifluorophenyl)-1H-1,2,3-triazol-1-yl)tetrahydro-2H-pyran-3-yl acetat C(C)(=O)O[C@H]1[C@H](O[C@@H]([C@@H]([C@@H]1N1N=NC(=C1)C1=CC(=C(C(=C1)F)F)F)O)CO)CC1=NOC(=C1)C1CCNCC1